[Cl-].[Cl-].C1(=CC=CC=C1)C(C1=CC=CC=C1)=[Zr+2](C1(C=CC=C1)CCCC)C1(C=CC=C1)CCCC diphenylmethylenebis(n-butylcyclopentadienyl)zirconium dichloride